2-((4-phenylpyridin-2-yl)amino)butanoic acid C1(=CC=CC=C1)C1=CC(=NC=C1)NC(C(=O)O)CC